C(C)OC(CN(C)C)OCC 2,2-Diethoxy-N,N-Dimethyl-ethan-1-Amin